CC1(OC2=CC(=CC=C2C(C1)=O)C1=CNC=2N=C(N=CC21)NC)C 2,2-dimethyl-7-(2-(methylamino)-7H-pyrrolo[2,3-d]pyrimidin-5-yl)chroman-4-one